tert-butyl (R)-3-((7-bromo-8-fluoro-2-(((2R,7aS)-2-fluorotetrahydro-1H-pyrrolizin-7a(5H)-yl)methoxy)-6-(trifluoromethyl)quinazolin-4-yl)(cyclopropyl)amino)pyrrolidine-1-carboxylate BrC1=C(C=C2C(=NC(=NC2=C1F)OC[C@]12CCCN2C[C@@H](C1)F)N([C@H]1CN(CC1)C(=O)OC(C)(C)C)C1CC1)C(F)(F)F